3-(4-chloro-3-methylphenyl)-5-(2-(3-fluoro-3-methylazetidin-1-yl)-2-oxoethyl)thieno[3,2-c]pyridin-4(5H)-one ClC1=C(C=C(C=C1)C1=CSC2=C1C(N(C=C2)CC(=O)N2CC(C2)(C)F)=O)C